NCC(=O)NCC(=O)NC1=NC(N(C=C1)C1OC(C(C1O)O)CO)=O 2-amino-N-(2-((1-(3,4-dihydroxy-5-(hydroxymethyl)tetrahydrofuran-2-yl)-2-oxo-1,2-dihydropyrimidin-4-yl)amino)-2-oxoethyl)acetamide